C(C=C)(=O)NC1=CC(=NC=C1)C1=CC=C2C=NC(=NC2=C1)C(=O)O 7-[4-(prop-2-enamido)pyridin-2-yl]quinazoline-2-carboxylic acid